FC(C1=CC=CC=N1)(F)F 6-(trifluoro-methyl)pyridine